N1N=CC2=C(C=CC=C12)C1=CNC2=NC=C(C=C21)C2=CC=C(CN1CC(CCC1)O)C=C2 1-(4-(3-(1H-indazol-4-yl)-1H-pyrrolo[2,3-b]pyridin-5-yl)benzyl)piperidin-3-ol